FC1=C(C=C(C=C1)CN1C[C@H](N(CC1)C(=O)OC(C)(C)C)COC)NC(=O)NC=1C=NC(=CC1)C tert-butyl (2S)-4-[(4-fluoro-3-{[(6-methyl(3-pyridyl))amino]carbonylamino}phenyl)methyl]-2-(methoxymethyl)piperazinecarboxylate